O1C=NC2=NC=CN=C21 OXAZOLO[4,5-B]PYRAZINE